ClC=1C(=C(C=CC1OCC(C)(F)F)NC=1C2=C(N=CN1)C=CC(=N2)O[C@@H]2CN(CC2)C(C=C)=O)F (S)-1-(3-((4-((3-Chloro-4-(2,2-difluoropropoxy)-2-fluorophenyl)amino)pyrido[3,2-d]pyrimidin-6-yl)oxy)pyrrolidin-1-yl)prop-2-en-1-one